C1(CC1)C1=C(C(=NO1)C1=C(C=CC=C1Cl)Cl)C1=CC2(C1)CCN(CC2)C2=NC1=CC=C(C=C1C=C2)C(=O)O 2-(2-(5-cyclopropyl-3-(2,6-dichlorophenyl)isoxazol-4-yl)-7-azaspiro[3.5]non-1-en-7-yl)quinoline-6-carboxylic acid